C(C=C)(=O)OCCCCCCCCCCC[Si](C)(C)Cl acryloyloxydecyl-chlorotrimethylsilane